(R)-3-((3-(8-(Azetidin-1-yl)pyrido[3,4-d]pyrimidin-2-yl)phenyl)ethynyl)-3-hydroxy-1-methylpyrrolidin-2-one N1(CCC1)C1=NC=CC2=C1N=C(N=C2)C=2C=C(C=CC2)C#C[C@]2(C(N(CC2)C)=O)O